6-Fluoro-5-(4-fluoro-3-iodophenoxy)-1-tosyl-4-vinyl-1H-indole FC1=C(C(=C2C=CN(C2=C1)S(=O)(=O)C1=CC=C(C)C=C1)C=C)OC1=CC(=C(C=C1)F)I